4-(pyridin-2-yloxy)pyrrolidine-1-carboxylate N1=C(C=CC=C1)OC1CCN(C1)C(=O)[O-]